O[C@@H](CC=1N(C=2C(=C3CC[C@@H](N(C3=CC2)C(=O)OC)C)N1)C1CCCCC1)C1=CC=CC=C1 (1S,4r)-4-((S)-2-((S)-2-Hydroxy-2-phenylethyl)-6-(methoxycarbonyl)-7-methyl-6,7,8,9-tetrahydro-3H-imidazo[4,5-f]chinolin-3-yl)cyclohexan